C(C)(C)(C)OC(N[C@@H](CC=C)C1=NC=CC(=C1)C1=C(C=NN1C)N)=O (S)-(1-(4-(4-amino-1-methyl-1H-pyrazol-5-yl)pyridin-2-yl)but-3-en-1-yl)carbamic acid tert-butyl ester